C(C)OC(CCCCCCCCC)=O Ethylcaprinat